N1(CCC1)C1=C(CN2CC3(CC2)CCN(CC3)C(=O)N3N=C(C=C3)C(=O)O)C=C(C=C1)Cl 1-(2-(2-(azetidin-1-yl)-5-chlorobenzyl)-2,8-diazaspiro[4.5]decane-8-carbonyl)-1H-pyrazole-3-carboxylic acid